(E)-1-(6,7-dimethoxy-3,4-dihydroisoquinolin-2(1H)-yl)-3-(2-(pyridin-3-yl)imidazo[1,2-b]pyridazin-3-yl)prop-2-en-1-one COC=1C=C2CCN(CC2=CC1OC)C(\C=C\C1=C(N=C2N1N=CC=C2)C=2C=NC=CC2)=O